1-(2-((2S,4R)-4-fluoro-2-(2,2,6-trifluorobenzo[d][1,3]dioxol-5-ylcarbamoyl)pyrrolidin-1-yl)-2-oxoethyl)-5-(pyridazin-4-yl)-1H-indazole-3-carboxamide F[C@@H]1C[C@H](N(C1)C(CN1N=C(C2=CC(=CC=C12)C1=CN=NC=C1)C(=O)N)=O)C(NC1=CC2=C(OC(O2)(F)F)C=C1F)=O